ClC1=C(C(=C2N(C1=O)C(CN2CCC2=CC=CC=C2)C(=O)O)C2=CC(=CC=C2)C(F)(F)F)CC2=CC=CC1=CC=CC=C21 6-chloro-7-(naphthalen-1-ylmethyl)-5-oxo-1-phenethyl-8-(3-(trifluoromethyl)phenyl)-1,2,3,5-tetrahydroimidazo[1,2-a]pyridine-3-carboxylic acid